(S)-4'-(4-aminopiperidine-1-yl)-N-((5-fluoro-2-hydroxyphenyl)(1H-indole-2-yl)methyl)-5-methyl-[1,1'-biphenyl]-3-carboxamide NC1CCN(CC1)C1=CC=C(C=C1)C1=CC(=CC(=C1)C)C(=O)N[C@H](C=1NC2=CC=CC=C2C1)C1=C(C=CC(=C1)F)O